N-(2-fluoro-4-(7-(((3S,5S)-5-fluoropiperidin-3-yl)amino)-1-isopropyl-2-oxo-1,4-dihydropyrimido[4,5-d]pyrimidin-3(2H)-yl)phenyl)-1-phenylmethanesulfonamide FC1=C(C=CC(=C1)N1C(N(C2=NC(=NC=C2C1)N[C@@H]1CNC[C@H](C1)F)C(C)C)=O)NS(=O)(=O)CC1=CC=CC=C1